NC(C)C1C2(C1)C1=C(CN(S2(=O)=O)C)C=CC(=C1)Cl 2'-(1-aminoethyl)-7-chloro-3-methyl-3,4-dihydrospiro[benzo[d][1,2]thiazine-1,1'-cyclopropane]-2,2-dioxide